C[C@H]1CN(C[C@H](N1)C)C1=CC=C(N=N1)C1=NC=C(C=C1O)C=1C=C2C=NN(C2=CC1)C 2-{6-[(3S,5R)-3,5-dimethylpiperazin-1-yl]pyridazin-3-yl}-5-(1-methyl-1H-indazol-5-yl)pyridin-3-ol